2-(3-methylphenyl)propionic acid CC=1C=C(C=CC1)C(C(=O)O)C